isostearyl montanate C(CCCCCCCCCCCCCCCCCCCCCCCCCCC)(=O)OCCCCCCCCCCCCCCCC(C)C